COC(CCN1C(=CC2=CC=CC=C12)CO)=O 3-(2-(hydroxymethyl)-1H-indol-1-yl)propionic acid methyl ester